N1=NC(=CC2=C1NC1=C2CNC1)C1=C(C=CC=C1)O 2-(5,6,7,8-tetrahydropyrrolo[3',4':4,5]pyrrolo[2,3-c]pyridazin-3-yl)phenol